C(C=C)(=O)OCCC[Si](O[Si](C)(C)C)(O[Si](C)(C)C)C (γ-acryloxypropyl)methylbis(trimethylsiloxy)silane